N1CC(C1)N1CCN(CC1)C(=O)C=1C=CC(=C(C1)N1C(NC(CC1)=O)=O)Cl (5-(4-(azetidin-3-yl)piperazine-1-carbonyl)-2-chlorophenyl)dihydropyrimidine-2,4(1H,3H)-dione